CO[C@@H]1CC[C@H](CC1)CNC1=C(C=CC=C1[N+](=O)[O-])S(=O)(=O)N Trans-((4-methoxycyclohexyl)methylamino)-3-nitrobenzenesulfonamide